4-(3-(pyridin-4-ylmethyl)ureido)-N-(2-(trifluoromethyl)benzyl)benzenesulfonamide tert-butyl-(1R,5S,6r)-6-(5-methyl-4-phenylisoxazol-3-yl)-3-azabicyclo[3.1.0]hexane-3-carboxylate C(C)(C)(C)OC(=O)N1C[C@H]2C([C@H]2C1)C1=NOC(=C1C1=CC=CC=C1)C.N1=CC=C(C=C1)CNC(NC1=CC=C(C=C1)S(=O)(=O)NCC1=C(C=CC=C1)C(F)(F)F)=O